(R)-1-(2-(((1R,4R)-4-aminocyclohexyl)amino)-8-(isopropylamino)pyrido[3,4-d]pyrimidin-6-yl)ethan-1-ol NC1CCC(CC1)NC=1N=CC2=C(N1)C(=NC(=C2)[C@@H](C)O)NC(C)C